C(C)(C)(C)OC(=O)N1C(CN(CC1)N1C(=NC2=CC=CC(=C2C1=O)Cl)C(C)Br)(C)C 4-(2-(1-bromoethyl)-5-chloro-4-oxoquinazolin-3(4H)-yl)-2,2-dimethylpiperazine-1-carboxylic acid tert-butyl ester